O(C1=CC=CC=C1)CCOC1=CC=CC=C1 1,2-Diphenoxy-ethan